O=CC(CC1=CC=CC=C1)NC([O-])=O 1-oxo-3-phenylpropan-2-ylcarbamate